C(C)(C)(C)P(C1=CC=C(C=C1)N(C)C)C(C)(C)C dit-butyl-(4-dimethylaminophenyl)phosphine